CC1=C(C2=C(N=N1)SC1=C2N=CN=C1C1CCOCC1)C 3,4-dimethyl-8-(tetrahydro-2H-pyran-4-yl)pyrimido[4',5':4,5]thieno[2,3-c]pyridazine